C1(=CC=CC=C1)C(S(=S)(=S)[O-])C1=CC=CC=C1 Diphenyl-dithiomethanesulfonate